BrC1=CC(=C(C2=C1NC=N2)C#N)F 7-bromo-5-fluoro-1H-benzo[d]imidazole-4-carbonitrile